N-(4-chlorophenyl)-maleimide ClC1=CC=C(C=C1)N1C(C=CC1=O)=O